O=C(C(=O)OCC([C@H](C[C@H]1C(NCC1)=O)NC([C@H](CC(C)C)NC(=O)C=1NC2=CC=CC(=C2C1)OC)=O)=O)C1=CC=CC=C1 (S)-3-((S)-2-(4-methoxy-1H-indole-2-carboxamido)-4-methylpentanamido)-2-oxo-4-((S)-2-oxopyrrolidin-3-yl)butyl 2-oxo-2-phenylacetate